CC=1C=2N(C=CC1)N=C(C2)[C@H]2N(CCC1=C2N=CN1)C=1OC(=NN1)C1=NC(=CC=C1)C (S)-2-(4-(4-methylpyrazolo[1,5-a]pyridin-2-yl)-1,4,6,7-tetrahydro-5H-imidazo[4,5-c]pyridin-5-yl)-5-(6-methylpyridin-2-yl)-1,3,4-oxadiazole